P(OCCCCC(CCCCC)CCCCC)([O-])=O diamylamyl phosphonate